3-(2,6-dichloro-3,5-dimethoxyphenyl)-1-(1-(4-(dimethylamino)-but-2-enoyl)pyrrolidin-3-yl)-7-(phenylamino)-3,4-dihydropyrimido[4,5-d]-pyrimidin-2(1H)-one ClC1=C(C(=C(C=C1OC)OC)Cl)N1C(N(C2=NC(=NC=C2C1)NC1=CC=CC=C1)C1CN(CC1)C(C=CCN(C)C)=O)=O